O1OC(C=CC2=C1C=CC=C2)=O BENZODIOXEPINON